CC(C)CC(CC(C)C)/C(/C(=O)O)=C/C(=O)O.C(C)(=O)N[C@@H](CC1=CC=C(C=C1)C(F)(F)F)C(=O)O (S)-N-acetyl-4-trifluoromethyl-phenylalanine 2,6-dimethylheptan-4-yl-maleate